OC1(CC(C1)C(=O)N1CC2(C1)CC(C2)CC2=NC(=CC=C2)OC)C ((1s,3s)-3-hydroxy-3-methylcyclobutyl)(6-((6-methoxypyridin-2-yl)methyl)-2-azaspiro[3.3]hept-2-yl)methanone